N1(CCCN(CCCN(CCC1)CC=1C=C(C=CC1)CC(C(=O)O)C1CNCC1)CC=1C=C(C=CC1)CC(C(=O)O)C1CNCC1)CC=1C=C(C=CC1)CC(C(=O)O)C1CNCC1 3,3',3''-(((1,5,9-triazacyclododecane-1,5,9-triyl)tris(methylene))tris(benzene-3,1-diyl))tris(2-(pyrrolidin-3-yl)propanoic acid)